(2-tert-butyldimethylsilyloxy-5-propylphenyl)(phenyl)methanone [Si](C)(C)(C(C)(C)C)OC1=C(C=C(C=C1)CCC)C(=O)C1=CC=CC=C1